C(C1=CC=CC=C1)OCCCCCOCCCOCC(=O)OC(C)(C)C tert-butyl 2-(3-{[5-(benzyloxy)pentyl]oxy}propoxy)acetate